C(C)(C)(C)OC(N(C)CC1=C(C=CC=C1)C1=CSC(=C1)C(C)NC1=NN=CC2=CC(=C(C=C12)OC)OC)=O.OC1=C(C(=CC(=C1)OC)O)CCO 1-(2,6-dihydroxyl-4-methoxyphenyl)-2-hydroxyethane tert-butyl-(2-(5-(1-((6,7-dimethoxyphthalazin-1-yl)amino)ethyl)thiophen-3-yl)benzyl)(methyl)carbamate